Cl.C1(CCCCC1)CO[C@@H]([C@@H](C(N1CCCCC1)=O)NC(=O)C1CS(CC12CNC2)(=O)=O)C N-((2S,3R)-3-(cyclohexylmethoxy)-1-oxo-1-(piperidin-1-yl)butan-2-yl)-6-thia-2-azaspiro[3.4]octane-8-carboxamide 6,6-dioxide hydrochloride